CN(C)S(=O)(=O)CC N,N-dimethylaminosulfonylethane